C(C)(C)(C)OC(=O)N1CC=2C(=NN3C2C(CC(CC3)=C)(F)F)CC1 tert-Butyl-11,11-difluoro-9-methylene-3,4,8,9,10,11-hexahydro-1H-pyrido[4',3':3,4]pyrazolo[1,5-a]azepine-2(7H)-carboxylate